Methyl 5-(3,5-dimethoxyphenyl)-1-(2-ethoxyphenyl)-1H-pyrazole-3-carboxylate COC=1C=C(C=C(C1)OC)C1=CC(=NN1C1=C(C=CC=C1)OCC)C(=O)OC